C(CCCCC)C1CCCC2=C(N(C3=C(C=CC=C23)C(=O)O)CC2=CC(=NC=C2)C(F)(F)F)C1 7-hexyl-5-{[2-(trifluoromethyl)pyridin-4-yl]methyl}-5H,6H,7H,8H,9H,10H-cyclohepta[b]indole-4-carboxylic acid